O(C1=CC=CC=C1)C=1C=CC(=NC1)NC=1C2=C(N=CN1)C=CC(=N2)N2CCN(CC2)C(=O)OC(C)(C)C tert-butyl 4-(4-((5-phenoxypyridin-2-yl)amino)pyrido[3,2-d]pyrimidin-6-yl)piperazine-1-carboxylate